FC1=C(C=CC(=C1)F)C1=CC=C2CCCC(C2=C1)NC(O[C@@H]1CN2CCC1CC2)=O (S)-quinuclidin-3-yl (7-(2,4-difluorophenyl)-1,2,3,4-tetrahydronaphthalen-1-yl)carbamate